(2,4-dichloro-6,8-difluoroquinazolin-7-yl)naphthalene-2-ol tert-butyl-4-[2-[3-amino-6-(2-hydroxyphenyl)pyridazin-4-yl]-4-pyridyl]-3,6-dihydro-2H-pyridine-1-carboxylate C(C)(C)(C)C1N(CC=C(C1)C1=CC(=NC=C1)C1=C(N=NC(=C1)C1=C(C=CC=C1)O)N)C(=O)OC1=C(C2=CC=CC=C2C=C1)C1=C(C=C2C(=NC(=NC2=C1F)Cl)Cl)F